O1[C@H](COCC1)CN1N=C2C3=C(C=C(C2=C1)C)OC(=C3C(F)(F)F)C(=O)NC[C@H]3OCCC3 2-{[(2S)-1,4-dioxan-2-yl]methyl}-4-methyl-N-{[(2S)-tetrahydrofuran-2-yl]methyl}-8-(trifluoromethyl)-2H-furo[2,3-g]indazole-7-carboxamide